2-benzyl-6-(3-hydroxyphenyl)isoquinolin-1(2H)-one C(C1=CC=CC=C1)N1C(C2=CC=C(C=C2C=C1)C1=CC(=CC=C1)O)=O